3-[(1S)-1-aminoethyl]-1-({7-[(4-bromo-2-fluorophenyl)amino]cinnolin-6-yl}carbonyl)azetidin-3-ol N[C@@H](C)C1(CN(C1)C(=O)C=1C=C2C=CN=NC2=CC1NC1=C(C=C(C=C1)Br)F)O